C(C)NC(C)C1=CC(=CC=C1)C=1N=C(C=2N(C1)C=CN2)OC N-ethyl-1-(3-(8-methoxyimidazo[1,2-a]pyrazin-6-yl)phenyl)ethan-1-amine